NC1=C2N=CN(C2=NC(=N1)Cl)[C@H]1[C@@H]([C@@]([C@H](O1)COC(C(=O)O)C(=O)O)(O)C#CC1=CC=NN1CC1=CC=CC=C1)O 2-(((2R,3s,4r,5r)-5-(6-amino-2-chloro-9H-purin-9-yl)-3-((1-benzyl-1H-pyrazol-5-yl)ethynyl)-3,4-dihydroxytetrahydrofuran-2-yl)methoxy)malonic acid